N1=CNC2=NC=CC(=C21)NC2=CC(=NC1=C2OCCN1)C1=NC(=CC=C1)C N-{3H-imidazo[4,5-b]pyridin-7-yl}-6-(6-methylpyridin-2-yl)-2H,3H,4H-pyrido[3,2-b][1,4]oxazin-8-amine